O1CCN(CC1)C=1C=C2C=NNC(C2=CC1)=O 6-morpholinophthalazin-1(2H)-one